tert-Butyl (5-bromo-2-(thiazol-5-ylmethoxy)benzyl)carbamate BrC=1C=CC(=C(CNC(OC(C)(C)C)=O)C1)OCC1=CN=CS1